tert-butyl 4-[6-methyl-5-(4,4,5,5-tetramethyl-1,3,2-dioxaborolan-2-yl)-2-pyridyl]piperazine-1-carboxylate CC1=C(C=CC(=N1)N1CCN(CC1)C(=O)OC(C)(C)C)B1OC(C(O1)(C)C)(C)C